3-(7-(2-((tert-Butoxycarbonyl)amino)-3-cyano-7-fluorobenzo[b]thiophen-4-yl)-8-chloro-6-fluoro-1H-[1,2,3]triazolo[4,5-c]quinolin-1-yl)azetidine-1-carboxylic acid tert-butyl ester C(C)(C)(C)OC(=O)N1CC(C1)N1N=NC=2C=NC=3C(=C(C(=CC3C21)Cl)C2=CC=C(C=1SC(=C(C12)C#N)NC(=O)OC(C)(C)C)F)F